2-(3-carbamoyl-5-nitro-1H-indazol-1-yl)acetic acid C(N)(=O)C1=NN(C2=CC=C(C=C12)[N+](=O)[O-])CC(=O)O